(1R,2S,5S)-N-[cyano-(7,8-dichloro-4-isoquinolyl)methyl]-3-[(2S)-3,3-dimethyl-2-[(2,2,2-trifluoroacetyl)amino]butanoyl]-6,6-dimethyl-3-azabicyclo[3.1.0]hexane-2-carboxamide C(#N)C(NC(=O)[C@@H]1[C@H]2C([C@H]2CN1C([C@H](C(C)(C)C)NC(C(F)(F)F)=O)=O)(C)C)C1=CN=CC2=C(C(=CC=C12)Cl)Cl